1-bromo-2,3-difluoro-4-(2-methylpropan-2-en-1-yl)benzene BrC1=C(C(=C(C=C1)CC(=C)C)F)F